imidazole fluoro-phosphate P(=O)(O)(O)F.N1C=NC=C1